ClC1=C(C=CC=2N=C(SC21)C)C2=NNC1=NC=NC(=C12)C(=O)N 3-(7-chloro-2-methylbenzo[d]thiazol-6-yl)-1H-pyrazolo[3,4-d]pyrimidine-4-carboxamide